C(C1=CC=CC=C1)N1[C@@H]([C@@H]2CC[C@H](C1)N2C(=O)OC(C)(C)C)[C@@H](C(F)F)O T-butyl (1S,2S,5R)-3-benzyl-2-((S)-2,2-difluoro-1-hydroxyethyl)-3,8-diazabicyclo[3.2.1]octane-8-carboxylate